C(N)(OCC(CC(C)(C)C)C1=CC(=CC=C1)C=1SC=C2C(NC=3C(=CC(=CC3C21)OC)C)=O)=O (tert-butyl 2-(3-(8-methoxy-6-methyl-4-oxo-4,5-dihydrothieno[3,4-c]quinolin-1-yl) phenyl) propyl) carbamate